7-bromo-8-iodo-1-oxo-3,4-dihydro-2H-pyrrolo[1,2-a]pyrazine-6-carbaldehyde BrC=1C(=C2N(CCNC2=O)C1C=O)I